FC1=C2C=NNC2=CC=C1C1=C(N=C2N1C=C(N=C2)C2=CC(=C(C=C2)F)C(C(F)(F)F)(F)F)C(F)(F)F 3-(4-fluoro-1H-indazol-5-yl)-6-(4-fluoro-3-pentafluoroethyl-phenyl)-2-trifluoromethyl-imidazo[1,2-a]pyrazine